N1=CN=C2NC=NC2=C1N[C@H](C(=O)O)CCN(CCCCC1=NC=2NCCCC2C=C1)CCOC1=NC=CC=C1 (S)-2-((9H-purin-6-yl)amino)-4-((2-(pyridin-2-yloxy)ethyl)(4-(5,6,7,8-tetrahydro-1,8-naphthyridin-2-yl)butyl)amino)butanoic acid